NC([C@H](CCC(=O)OC)NC(=O)OC(C)(C)C)=O methyl (4S)-5-amino-4-(tert-butoxycarbonylamino)-5-oxo-pentanoate